C(CCCCCCCCC(=O)O)(=O)O.C(CCCCCCCCCCCCCCCCC)(=O)O.C(CCCCCCCCCCCCCCC(C)C)(=O)O.C(O)C(CC)(CO)CO trimethylolpropane isostearate stearate sebacate